(3e,8z)-3,8-tetradecadien-1-ol C(C\C=C\CCC\C=C/CCCCC)O